O[C@@H]1C[C@H](N(C1)C([C@H](C(C)(C)C)NC(CN1CCN(CC1)CC(=O)O)=O)=O)C(N[C@@H](C)C1=CC=C(C=C1)C1=C(N=CS1)C)=O 2-(4-(2-(((S)-1-((2S,4R)-4-hydroxy-2-(((S)-1-(4-(4-methylthiazol-5-yl)phenyl)ethyl)carbamoyl)pyrrolidin-1-yl)-3,3-dimethyl-1-oxobutan-2-yl)amino)-2-oxoethyl)piperazin-1-yl)acetic acid